methanesulfonyloxy(2-dicyclohexylphosphino-2,4,6-triisopropyl-1,1-biphenyl) CS(=O)(=O)OC1C(C(=C(C=C1C(C)C)C(C)C)C1=CC=CC=C1)(C(C)C)P(C1CCCCC1)C1CCCCC1